C(C)OC=1C=CC=C2C(=C(C=NC12)C#N)N1CCC(CC1)CS(=O)(C)=N 8-ethoxy-4-(4-{[imino(methyl)oxo-λ6-sulfanyl]methyl}piperidin-1-yl)quinoline-3-carbonitrile